Cl.Cl.CC(C(C)(C(N)=N)N=NC(C)(C)C(N)=N)C dimethyl-2,2'-azobis(2-amidinopropane) dihydrochloride